(6aR,8R)-6a-(Difluoromethyl)-2-(3-fluoro-2-methoxyphenyl)-5,6,6a,7,8,9-hexahydropyrrolo[1',2':4,5]pyrazino[2,3-c]pyridazin-8-ol FC([C@]12N(C=3C(=NN=C(C3)C3=C(C(=CC=C3)F)OC)NC1)C[C@@H](C2)O)F